FC(C1=C(C=NN1C1=NC=CC=C1Cl)C(=O)O)(F)F 5-trifluoromethyl-1-(3-chloropyridin-2-yl)-1H-pyrazole-4-carboxylic acid